ClC1=NC(=CC(=C1)C(=O)OC)C 2-chloro-6-methyl-4-pyridinecarboxylic acid, methyl ester